methyl 8-((tert-butyldimethylsilyl)oxy)-5,6,7,8-tetrahydro-[1,2,4]triazolo[1,5-a]pyridine-6-carboxylate [Si](C)(C)(C(C)(C)C)OC1C=2N(CC(C1)C(=O)OC)N=CN2